C1(=CC=CC=C1)N(C1=CC(=CC=C1)N)C1=CC=CC=C1 N,N-diphenyl-m-phenylenediamine